BrC=1C=CC(=C(C1)NC1(CN(CCCC1)CCO)C)[N+](=O)[O-] 2-(3-((5-bromo-2-nitrophenyl)amino)-3-methylazepan-1-yl)ethanol